tert-Butyl (1R,5S,6r)-6-(cyclopropanecarbonyl)-3-azabicyclo[3.1.0]hexane-3-carboxylate C1(CC1)C(=O)C1[C@H]2CN(C[C@@H]12)C(=O)OC(C)(C)C